C[Si](C1=C(C=CC=C1)C=C)(OC(C)C)C dimethylisopropoxy(2-ethenylphenyl)silane